NCC1=CC=C(C=C1)N1CCN(CC1)C(C)=O 1-[4-(4-aminomethyl-phenyl)-piperazin-1-yl]-ethanone